CNCC1=CC(=C(C=C1)C)C=1C=C2C(=CN1)NN=C2C=2C=NN(C2)C n-methyl-1-(4-methyl-3-(3-(1-methyl-1H-pyrazol-4-yl)-1H-pyrazolo[3,4-c]pyridin-5-yl)phenyl)methylamine